C(C)(=O)N[C@H]1CCC2=CC(=CC=C12)NC(OC(C)(C)C)=O tert-butyl N-[(1S)-1-acetamido-2,3-dihydro-1H-inden-5-yl]carbamate